C(#N)C=1C=NN2C1C(=CC(=C2)OCC)C=2C=CC(=NC2)N2CCC(CC2)(C(=O)NC=2C=NC=CC2)C 1-(5-(3-cyano-6-ethoxypyrazolo[1,5-a]pyridin-4-yl)pyridin-2-yl)-4-methyl-N-(pyridin-3-yl)piperidine-4-carboxamide